NC1=NN=C(S1)N1CCC2(C(N3[C@H](O2)CC[C@H]3C3=CC=CC=C3)=O)CC1 (5'S,7a'R)-1-(5-amino-1,3,4-thiadiazol-2-yl)-5'-phenyltetrahydro-3'H-spiro[piperidine-4,2'-pyrrolo[2,1-b][1,3]oxazol]-3'-one